C(C=C)(=O)OCCC=1SC=CC1 2-(thiophene-2-yl)ethyl acrylate